3-methyl-7-(piperidin-4-yl)-5-((3-(trifluoromethyl)pyridin-2-yl)methyl)pyrido[2,3-b]pyrazin-6(5H)-one hydrochloride Cl.CC1=CN=C2C(=N1)N(C(C(=C2)C2CCNCC2)=O)CC2=NC=CC=C2C(F)(F)F